FC=1C(=CC(=C(C(=O)OC)C1)O[C@H](C(F)(F)F)C)NC(=O)OC1=CC=CC=C1 Methyl (S)-5-fluoro-4-((phenoxycarbonyl)amino)-2-((1,1,1-trifluoropropan-2-yl)oxy)benzoate